C(C)(=O)C1=NN(C2=CC=C(C=C12)C=1C=NC=2N(C1)N=C(C2)C(F)(F)F)CC(=O)O 2-(3-Acetyl-5-(2-(trifluoromethyl)pyrazolo[1,5-a]pyrimidin-6-yl)-1H-indazol-1-yl)acetic acid